FC1=C(C=CC=C1)[C@@H]1C(=C(NC=2C[C@H](CC(C12)=O)C1=C(C=CC=C1)OC)C)C(=O)OCC1OCCC1 tetrahydro-2-furanylmethyl (4S,7R)-4-(2-fluorophenyl)-7-(2-methoxyphenyl)-2-methyl-5-oxo-1,4,5,6,7,8-hexahydro-3-quinolinecarboxylate